N,N-dicyclohexyl-4-nitrobenzamide C1(CCCCC1)N(C(C1=CC=C(C=C1)[N+](=O)[O-])=O)C1CCCCC1